9H,9'H-2,2'-bifluorene C1=C(C=CC=2C3=CC=CC=C3CC12)C1=CC=2CC3=CC=CC=C3C2C=C1